(3,5-dimethoxyphenyl)methylamine COC=1C=C(C=C(C1)OC)CN